methyl 17-hydroxydocosanoate OC(CCCCCCCCCCCCCCCC(=O)OC)CCCCC